CC=1N=C(C=2N(C1)C=C(N2)C2=CC(=C1C=C(N=NC1=C2)C2CCNCC2)F)C 7-(6,8-Dimethylimidazo[1,2-a]pyrazin-2-yl)-5-fluoro-3-(piperidin-4-yl)cinnoline